2-ethyl-5,11-dioxo-6,12-bis(isopropylcarbonyloxy)naphthonaphthalene C(C)C=1C=CC2=C3C(C(C(=C2C1)OC(=O)C(C)C)=O)=C1C=CC=CC1=C(C3=O)OC(=O)C(C)C